N-(4-(4-amino-7-methyl-7H-pyrrolo[2,3-d]pyrimidin-5-yl)-3-methylphenyl)-2-(3-chlorophenyl)acetamide NC=1C2=C(N=CN1)N(C=C2C2=C(C=C(C=C2)NC(CC2=CC(=CC=C2)Cl)=O)C)C